C(C1=CC=CC=C1)NC=1C=2N(N=C(C1)NCCC(=O)OC)C(=NN2)C(C)C Methyl 3-[[8-(benzylamino)-3-isopropyl-[1,2,4]triazolo[4,3-b]pyridazin-6-yl]amino]propanoate